2-(2-amino-6-chloro-3-cyano-4H-chromen-4-yl)propanedinitrile NC=1OC2=CC=C(C=C2C(C1C#N)C(C#N)C#N)Cl